(S)-2-methyl-1-(oxetan-3-yl)piperazine bisTFA salt OC(=O)C(F)(F)F.OC(=O)C(F)(F)F.C[C@@H]1N(CCNC1)C1COC1